N1C(=NC2=C1C=CC=C2)N[C@@H]2C[C@H](C1=C2C=C(C=2C=C(N=CC12)C1CC1)S(=O)(=O)NCC(C)C)NC1=NC2=C(N1)C=CC=C2 |r| Trans-(7RS,9RS)-7,9-bis(1H-benzimidazol-2-ylamino)-3-cyclopropyl-N-(2-methylpropyl)-8,9-dihydro-7H-cyclopenta[h]isochinolin-5-sulfonamid